BrC=1C=CC(=C2C(=NC=NC12)NCC1=C(C=C(C=C1)OC)OC)F 8-bromo-N-(2,4-dimethoxybenzyl)-5-fluoroquinazolin-4-amine